CN(CCCN1C(=CC=2C(=C3C(=NC21)CCCCCC3)N)C)C 1-(3-(dimethylamino)propyl)-2-methyl-5,6,7,8,9,10-hexahydro-1H-cycloocta[b]pyrrolo[3,2-e]pyridin-4-amine